C(C)(C)(C)OC(=O)N(CCCC(=O)O)CCCCCCCCC 4-((tert-butoxycarbonyl)(nonyl)amino)butanoic acid